4-(4-chlorophenyl)-N-((3R,5R)-5-fluoropiperidin-3-yl)phthalazin-1-amine TFA salt OC(=O)C(F)(F)F.ClC1=CC=C(C=C1)C1=NN=C(C2=CC=CC=C12)N[C@H]1CNC[C@@H](C1)F